3-[2-(2-ethoxypyridin-3-yl)-7-[[(2R)-pyrrolidin-2-yl]methyl]spiro[6,8-dihydro-1,7-naphthyridine-5,4'-piperidine]-1'-yl]-2-(trifluoromethyl)benzonitrile C(C)OC1=NC=CC=C1C1=NC=2CN(CC3(CCN(CC3)C=3C(=C(C#N)C=CC3)C(F)(F)F)C2C=C1)C[C@@H]1NCCC1